C(C=C)N1N=CN=C1CN1C(N(C(=NC1=O)SC)CC1=C(C=C(C(=C1)F)F)F)=O 3-((1-allyl-1H-1,2,4-triazol-5-yl)methyl)-6-(methylthio)-1-(2,4,5-trifluorobenzyl)-1,3,5-triazine-2,4(1H,3H)-dione